NC1=C(C=C(C=C1)C=1C=NC=NC1)NC(C1=CC=C(C=C1)S(=O)(=N)C)=O N-(2-amino-5-pyrimidin-5-yl-phenyl)-4-(methylsulfonimidoyl)benzamide